5-(4-((6-butyramidopyridazin-4-yl)methyl)piperazin-1-yl)-N-methylpicolinamide C(CCC)(=O)NC1=CC(=CN=N1)CN1CCN(CC1)C=1C=CC(=NC1)C(=O)NC